yttrium-terbium-boron [B].[Tb].[Y]